ethyl N-phenyl-P-(4-(5-(trifluoromethyl)-1,2,4-oxadiazol-3-yl)benzyl)phosphonamidate C1(=CC=CC=C1)NP(OCC)(=O)CC1=CC=C(C=C1)C1=NOC(=N1)C(F)(F)F